N[C@H]1CCC2=CC(=CC=C12)N1C(=NC=2C1=NC(=CC2)C=2OC=CN2)C=2C(=NC=CC2)N (S)-3-(3-(1-amino-2,3-dihydro-1H-inden-5-yl)-5-(oxazol-2-yl)-3H-imidazo[4,5-b]pyridin-2-yl)pyridin-2-amine